(4-(1H-imidazol-4-yl)phenyl)-N-(3-chlorobenzyl)-2-(5,7-dimethyl-2,3-dioxoindol-1-yl)acetamide hydrochloride Cl.N1C=NC(=C1)C1=CC=C(C=C1)C(C(=O)NCC1=CC(=CC=C1)Cl)N1C(C(C2=CC(=CC(=C12)C)C)=O)=O